OC(C(=O)[O-])C(COC)O 2,3-dihydroxy-4-methoxybutanoate